C=C(C(=O)OCCC(=O)NC)CC(=O)OCCCCCCCC (3-(methylamino)-3-oxopropyl) 4-octyl 2-methylenesuccinate